Cl.CN(CCCN=C=NCC)C (s)-1-(3-dimethylaminopropyl)-3-ethylcarbodiimide hydrochloride